2,4,6-trimethyl-dibenzothiophene CC1=CC2=C(SC3=C2C=CC=C3C)C(=C1)C